benzyl ((R)-1-(((1s,4S)-4-(2-(benzyloxy)phenyl)cyclohexyl)oxy)-3-hydroxypropan-2-yl)carbamate C(C1=CC=CC=C1)OC1=C(C=CC=C1)C1CCC(CC1)OC[C@@H](CO)NC(OCC1=CC=CC=C1)=O